3-(5,6-difluoro-1-oxo-4-(piperazin-1-yl-2,2,3,3,5,5,6,6-d8)isoindolin-2-yl)piperidine-2,6-dione FC=1C(=C2CN(C(C2=CC1F)=O)C1C(NC(CC1)=O)=O)N1C(C(NC(C1([2H])[2H])([2H])[2H])([2H])[2H])([2H])[2H]